[F-].CC(=CC[NH+](C)C)C dimethylallyl-dimethylammonium fluoride